6-(4-chlorophenyl)-N-[(2S)-2,3-dihydroxypropyl]-2-(5-fluoropyridin-3-yl)-3-oxo-2,3-dihydropyridazine-4-carboxamide ClC1=CC=C(C=C1)C=1C=C(C(N(N1)C=1C=NC=C(C1)F)=O)C(=O)NC[C@@H](CO)O